ClC1=C2CCC[C@]3(CC=4N=C(N=C(C4CO3)N3CCOCCC3)OC[C@]34CCCN4C[C@@H](C3)F)C2=CC(=C1)N |o1:6| (S*)-5-chloro-2'-(((2R,7aS)-2-fluorotetrahydro-1H-pyrrolizin-7a(5H)-yl)methoxy)-4'-(1,4-oxazepan-4-yl)-3,4,5',8'-tetrahydro-2H-spiro[naphthalene-1,7'-pyrano[4,3-d]pyrimidin]-7-amine